NC1=CC=C(C=C1)C1=NC2=C(N1)C=CC=C2 2-(4-Aminophenyl)-1H-benzo[d]imidazole